C(#N)C1=CC=CC2=C1SC=C2C2C(=C(NC(=C2C(=O)OC)C)C=O)C(=O)OC Dimethyl 4-(7-cyanobenzo[b]thiophen-3-yl)-2-formyl-6-methyl-1,4-dihydropyridin-3,5-dicarboxylat